octyldi(p-tolyl)amine C(CCCCCCC)N(C1=CC=C(C=C1)C)C1=CC=C(C=C1)C